tert-butyl 7-(3-amino-2-chloro-5-cyanophenyl)-4,7-diazaspiro[2.5]octane-4-carboxylate NC=1C(=C(C=C(C1)C#N)N1CCN(C2(CC2)C1)C(=O)OC(C)(C)C)Cl